2-methyloxirane CC1OC1